FC1=CC=C(C(=O)NC2CCC3=CC(=CC=C23)/C=C/C(=O)OCC)C=C1 ethyl (E)-3-(1-(4-fluorobenzamido)-2,3-dihydro-1H-inden-5-yl)acrylate